FC1=C(C=CC=C1)COC1=CC2=C(N(N=C2C=C1)C)C(=O)NC1(CC1)CO 5-[(2-fluorophenyl)methoxy]-N-[1-(hydroxymethyl)cyclopropyl]-2-methyl-2H-indazole-3-carboxamide